2-(6-amino-5-methoxypyridin-3-yl)acetonitrile NC1=C(C=C(C=N1)CC#N)OC